3-(4-Fluorobenzyl)-5,6-dimethyl-N-(2-(pyrrolidin-1-yl)ethyl)pyrazin-2-amine FC1=CC=C(CC=2C(=NC(=C(N2)C)C)NCCN2CCCC2)C=C1